tert-butyl N-[5-(1,3-dioxoisoindolin-2-yl)pentyl]-N-methyl-carbamate O=C1N(C(C2=CC=CC=C12)=O)CCCCCN(C(OC(C)(C)C)=O)C